O1CC(C1)C1=CC=C(C=C1)C=1N=C2SC3=C(N2C1)C=CC(=C3)C(=O)NCCCN3CCCCC3 (4-(oxetan-3-yl)phenyl)-N-(3-(piperidin-1-yl)propyl)benzo[d]imidazo[2,1-b]thiazole-7-carboxamide